FC1=C2C(C=C(NC2=CC(=C1)F)C1=C(C#N)C=CC=C1)=O 5,7-difluoro-4-oxo-1,4-dihydroquinolin-2-ylbenzonitrile